C(#N)C1=CC=C(C=C1)NC(=O)C1=NC=C(N=C1)N1[C@@H](C2=C(CC1)NC=N2)C2=NN1C(C(=CC=C1)F)=C2 (S)-N-(4-cyanophenyl)-5-(4-(4-fluoropyrazolo[1,5-a]pyridin-2-yl)-1,4,6,7-tetrahydro-5H-imidazo[4,5-c]pyridin-5-yl)pyrazine-2-carboxamide